CC=1N=C2C(NCC2=C2CCCC12)=O 5-methyl-3-oxo-3,6,7,8-tetrahydro-1H-2,4-diaza-as-indacene